C(=O)O.N[C@@H](C(=O)NCCNC(C1=C(C=C(C=C1)NC=1C=2N(C=CN1)C(=CN2)C2=C(C(=C(C=C2)OCC#N)F)Cl)CC)=O)CCCNC(=N)N N-[2-[[(2R)-2-amino-5-guanidino-pentanoyl]amino]ethyl]-4-[[3-[2-chloro-4-(cyanomethoxy)-3-fluorophenyl]imidazo[1,2-a]pyrazin-8-yl]amino]-2-ethyl-benzamide formate